NC=1C=NC=CC1C1=CC(=C(C(=O)NC=2C=NC(=C(C2)Cl)N2N=CC=N2)C=C1C)F 4-(3-aminopyridin-4-yl)-N-(5-chloro-6-(2H-1,2,3-triazol-2-yl)pyridin-3-yl)-2-fluoro-5-methylbenzamide